5-(heptyloxy)-5-oxopentanoic acid C(CCCCCC)OC(CCCC(=O)O)=O